C(=O)(C=C)C(=NO)C(=O)C=C acrylketoxime